methyl 3-amino-2-hydroxy-2-methylpropanoate NCC(C(=O)OC)(C)O